Tris-(α-naphthyl)-phosphin C1(=CC=CC2=CC=CC=C12)P(C1=CC=CC2=CC=CC=C12)C1=CC=CC2=CC=CC=C12